N[C@H](CCC#C)C(=O)O D-Homopropargylglycin